(R)-N-methoxy-N-methyl-1-(1-phenylethyl)-1H-pyrazole-5-carboxamide CON(C(=O)C1=CC=NN1[C@H](C)C1=CC=CC=C1)C